(S)-1-tert-butoxycarbonyl-2-(aminomethyl)pyrrolidine C(C)(C)(C)OC(=O)N1[C@@H](CCC1)CN